N-((S)-1-(1H-tetrazol-5-yl)ethyl)-5-oxopyrrolidine-2-carboxamide N1N=NN=C1[C@H](C)NC(=O)C1NC(CC1)=O